N-((2S)-1-((4-((2S)-1-(2-carbamoyl-5-(trifluoromethyl)pyrrolidin-1-yl)-1-oxopropan-2-yl)-2-fluorophenyl)amino)-3,3-dicyclohexyl-1-oxopropan-2-yl)-1-isopropyl-1H-pyrazole-5-carboxamide C(N)(=O)C1N(C(CC1)C(F)(F)F)C([C@@H](C)C1=CC(=C(C=C1)NC([C@H](C(C1CCCCC1)C1CCCCC1)NC(=O)C1=CC=NN1C(C)C)=O)F)=O